6-bromo-7-chloro-2-methylpyrazolo[1,5-a]pyrido[4,3-e]pyrimidin-5(4H)-one BrC1=C(N=CC2=C1C(NC=1N2N=C(C1)C)=O)Cl